2-[(1S,4S,5R)-5-{[4-cyclopropyl-1-(2,6-dichlorophenyl)-1H-pyrazol-5-yl]methoxy}-2-azabicyclo[2.2.1]heptan-2-yl]-4-fluoro-1,3-benzothiazole-6-carboxylic acid C1(CC1)C=1C=NN(C1CO[C@H]1[C@@H]2CN([C@H](C1)C2)C=2SC1=C(N2)C(=CC(=C1)C(=O)O)F)C1=C(C=CC=C1Cl)Cl